C1(CC1)C(CO)O 1-cyclopropylethane-1,2-diol